NC1=CC=C(N=N1)CC1(C(N[C@@H](C1)CC)=O)C(=O)OC methyl (5R)-3-((6-aminopyridazin-3-yl)methyl)-5-ethyl-2-oxopyrrolidine-3-carboxylate